CNC(=O)C1=CC(=CC=2[C@@H](COC21)C2=CC=CC=C2)C(=O)NC=2C=NC=NC2 (S)-N7-methyl-3-phenyl-N5-(pyrimidin-5-yl)-2,3-dihydrobenzofuran-5,7-dicarboxamide